ClC1=C(C=NN(C1=O)C1CCC(CC1)N(C1=CC=C(C=C1)F)CCCNC(OC(C)(C)C)=O)NC[C@@H]1COCCC1 1,1-dimethylethyl N-[3-(N-[4-[5-chloro-6-oxo-4-[[(3R)-tetrahydropyran-3-yl]methylamino]pyridazin-1-yl]cyclohexyl]-4-fluoro-anilino)propyl]carbamate